C(C)(=O)OC(COCC(C)OCC(C)OCCCC)C 1-(2-(2-butoxypropoxy)propoxy)propan-2-yl acetate